[N+](=O)([O-])C1=C(C=CC=C1)C1C=2N(NCC1)C(=C(N2)C2=CC=C(C=C2)OC2=CC=CC=C2)C(=O)OC methyl 8-(2-nitrophenyl)-2-(4-phenoxyphenyl)-5,6,7,8-tetrahydroimidazo[1,2-b]pyridazine-3-carboxylate